5-bromo-6-fluoro-1H-quinolin-2-one BrC1=C2C=CC(NC2=CC=C1F)=O